bis(2,2,2-trifluoroethyl) 2-methylene-succinate C=C(C(=O)OCC(F)(F)F)CC(=O)OCC(F)(F)F